N1C=C(C2=CC=CC=C12)C[C@H](C)NC12CC(C1)(C2)CO (S)-(3-((1-(1H-indol-3-yl)propan-2-yl)amino)bicyclo[1.1.1]pentan-1-yl)methanol